B(F)(F)F.P(=O)([O-])([O-])[O-].[Li+].[Li+].[Li+] lithium phosphate boron trifluoride